(S)-2-[6-chloro-2-(2-methylpyrimidine-4-Carbonyl)-1,2,3,4-tetrahydroisoquinolin-8-yl]pyrrolidine-1-carboxylic acid tert-butyl ester C(C)(C)(C)OC(=O)N1[C@@H](CCC1)C=1C=C(C=C2CCN(CC12)C(=O)C1=NC(=NC=C1)C)Cl